(R)-3-(2,6-dichloro-4-(2-(4-((S)-3-chloro-2-hydroxypropoxy)phenyl)propan-2-yl)phenoxy)propane-1,2-diol ClC1=C(OC[C@@H](CO)O)C(=CC(=C1)C(C)(C)C1=CC=C(C=C1)OC[C@@H](CCl)O)Cl